C1(CC1)CC1=NN=C2N1C=CC(=C2C(F)(F)F)[C@@H](C)OC2=C(C=C(C=C2)F)F 3-(cyclopropylmethyl)-7-[(1R)-1-(2,4-difluorophenoxy)ethyl]-8-(trifluoromethyl)[1,2,4]triazolo[4,3-a]pyridine